CC1(CCN(CC1)C1=NC2=C(C=C(C=C2C(N1C)=O)C)C(C)O)C (4,4-dimethylpiperidin-1-yl)-8-(1-hydroxyethyl)-3,6-dimethylquinazolin-4(3H)-one